N-(6-bromo-4-methoxybenzo[d]isoxazol-3-yl)-5-ethyl-2-methoxybenzenesulfonamide methyl-1-methyl-3-phenoxy-4-(trifluoromethyl)-1H-pyrazole-5-carboxylate COC(=O)C1=C(C(=NN1C)OC1=CC=CC=C1)C(F)(F)F.BrC1=CC2=C(C(=NO2)NS(=O)(=O)C2=C(C=CC(=C2)CC)OC)C(=C1)OC